N-(1-(4-methoxyphenyl)cyclopropyl)acrylamide COC1=CC=C(C=C1)C1(CC1)NC(C=C)=O